C(C=C)C1=C(C=CC=C1)O ortho-allylphenol